FC(C1=CC2=C(C(=NC3=C(O2)C=CC=C3)N3CCN(CC3)CC(C(=O)OC)(C)C)C=C1)F Methyl 3-(4-(3-(difluoromethyl) dibenzo[b,f][1,4]oxazepin-11-yl) piperazin-1-yl)-2,2-dimethylpropionate